CC1(OB(OC1(C)C)/C=C/CNC(OC(C)(C)C)=O)C tert-butyl N-[(2E)-3-(4,4,5,5-tetramethyl-1,3,2-dioxaborolan-2-yl)prop-2-en-1-yl]carbamate